(5S)-8-Chloro-N-cyclopentyl-1-[trans-4-(pyridin-2-yloxy)cyclohexyl]-5,6-dihydro-4H-[1,2,4]triazolo[4,3-a][1]benzazepin-5-amin ClC=1C=CC2=C(C[C@@H](CC=3N2C(=NN3)[C@@H]3CC[C@H](CC3)OC3=NC=CC=C3)NC3CCCC3)C1